ethyl racemic-3-cyclohexene-1-carboxylate [C@@H]1(CC=CCC1)C(=O)OCC |r|